BrC=1C=C(CN2C[C@H]([C@@H](CC2)C(=O)N2CCC(CC2)(O)CN2C=NC3=C(C2=O)C=CN3C)C3=CC=CC=C3)C=CC1 3-[(1-{[(3R,4R)-1-(3-bromobenzyl)-3-phenylpiperidin-4-yl]carbonyl}-4-hydroxypiperidin-4-yl)methyl]-7-methyl-3,7-dihydro-4H-pyrrolo[2,3-d]pyrimidin-4-one